4-hydroxy-1-methyl-N-(2-methylphenyl)-2-oxo-5-(2,2,2-trifluoroethyl)-1,2,5,6-tetrahydropyridine-3-carbothioamide OC1=C(C(N(CC1CC(F)(F)F)C)=O)C(NC1=C(C=CC=C1)C)=S